N-methyl-8-[(2S)-1-{[2'-methyl(4',6'-2H2)-[4,5'-bipyrimidine]-6-yl]amino}propan-2-yl]quinoline-4-carboxamide CNC(=O)C1=CC=NC2=C(C=CC=C12)[C@@H](CNC1=CC(=NC=N1)C=1C(=NC(=NC1[2H])C)[2H])C